C1(=CC=CC2=CC=CC=C12)P(C1=CC=CC2=CC=CC=C12)C1=CC=CC2=CC=CC=C12 tri-(1-naphthyl)phosphine